5-(6-amino-9H-purin-9-yl)-4-hydroxytetrahydrofuran-3-yl 2-amino-6-((((4-azidobenzyl)oxy)carbonyl)amino)hexanoate NC(C(=O)OC1COC(C1O)N1C2=NC=NC(=C2N=C1)N)CCCCNC(=O)OCC1=CC=C(C=C1)N=[N+]=[N-]